ClC1=C(C(=CC=C1)SC)B(O)O (2-chloro-6-(methylthio)phenyl)boronic acid